nickel bis(ethylacetoacetate) C(C)CC(CC(=O)[O-])=O.C(C)CC(CC(=O)[O-])=O.[Ni+2]